O1CCN(CC1)CC1=CC=C(C=C1)NC1=NC(=NC=2C=NNC(C21)=O)C2=CC=CC=C2 4-(4-(morpholinomethyl)phenylamino)-2-phenylpyrimidino[4,5-d]pyridazin-5(6H)-one